ClC=1C=CC(=C(C1)O)C1=C2C(=C(N=N1)N[C@H]1CN(CCC1)C)C=NC=C2 5-chloro-2-(4-{[(3R)-1-methylpiperidin-3-yl]amino}pyrido[3,4-d]pyridazin-1-yl)phenol